tert-butyl (5-((5-methyl-1-(tetrahydro-2H-pyran-2-yl)-1H-indazol-4-yl)carbamoyl)thiazol-2-yl)carbamate CC=1C(=C2C=NN(C2=CC1)C1OCCCC1)NC(=O)C1=CN=C(S1)NC(OC(C)(C)C)=O